CC1C(OCC1)=O 3-methyl-2-oxooxolan